CC1=NNC2=CC(=CC=C12)C1=CC=NC=N1 6-(3-methyl-1H-indazol-6-yl)-pyrimidin